4-[2-[(3-chlorophenyl)methoxy]ethyl-methyl-amino]-4-methyl-pent-2-ynethioic acid S-methyl ester CSC(C#CC(C)(C)N(C)CCOCC1=CC(=CC=C1)Cl)=O